5-amino-2-[[(2S)-4,4-difluoropyrrolidin-2-yl]methyl]-8-(2,6-dimethyl-4-pyridinyl)-7-phenyl-[1,2,4]triazolo[4,3-c]pyrimidin-3-one NC1=NC(=C(C=2N1C(N(N2)C[C@H]2NCC(C2)(F)F)=O)C2=CC(=NC(=C2)C)C)C2=CC=CC=C2